FC(C(=O)O)(F)F.NC1CCC(CC1)CN1C(\C(\C2=CC(=CC=C12)C(=O)NCC#C)=C/C=1NC(=CC1CC)CC)=O (Z)-1-(((1r,4r)-4-aminocyclohexyl)methyl)-3-((3,5-diethyl-1H-pyrrol-2-yl)methylene)-2-oxo-N-(prop-2-yn-1-yl)indoline-5-carboxamide trifluoroacetate salt